CC1=CC(=NN1C1=CC2=C(C(C(O2)(F)F)(F)F)C=C1)N1CCN(CC1)C(=O)OC(C)(C)C tert-butyl 4-[5-methyl-1-(2,2,3,3-tetrafluorobenzofuran-6-yl)pyrazol-3-yl]piperazine-1-carboxylate